CN1CCN(CC1)C1=CC=C(C=C1)C1=CC=2N=CN(C(C2N=C1)=O)C(C(=O)O)C1=CC=CC=C1 2-(7-(4-(4-Methylpiperazin-1-yl)-phenyl)-4-oxopyrido[3,2-d]-pyrimidin-3(4H)-yl)-2-phenylacetic acid